COC1=CC=CC(=N1)C(=O)[O-] 6-methoxypicolinate